BrC=1C2=CC=CC=C2C(=C2C=CC=CC12)C1=CC(=CC2=CC=CC=C12)C1=CC=CC=C1 9-bromo-10-(3-phenylnaphthalen-1-yl)anthracene